COC1=CC2=C(N(C([C@H]3N(C2=O)CCCC3)OC3OCCCC3)C(=O)OCC=C)C=C1OCCCC(=O)OC allyl (6aS)-2-methoxy-3-(4-methoxy-4-oxobutoxy)-12-oxo-6-((tetra-hydro-2H-pyran-2-yl)oxy)-6,6a,7,8,9,10-hexahydrobenzo[e]pyrido[1,2-a][1,4]-diazepine-5(12H)-carboxylate